2-(3-Chlorophenyl)triphenylene ClC=1C=C(C=CC1)C1=CC=2C3=CC=CC=C3C3=CC=CC=C3C2C=C1